(R)-N-(8,9-difluoro-6-oxo-1,2,3,4,5,6-hexahydrobenzo[c][1,7]naphthyridin-1-yl)-N-methylisoindoline-2-carboxamide FC=1C(=CC2=C(C(NC=3CNC[C@@H](C23)N(C(=O)N2CC3=CC=CC=C3C2)C)=O)C1)F